N-[3-[(1R)-1-[(6R)-5,6-dihydro-4-hydroxy-2-oxo-6-(2-phenylethyl)-6-propyl-2H-pyran-3-yl]propyl]phenyl]-5-(trifluoromethyl)-2-pyridinesulfonamide OC1=C(C(O[C@](C1)(CCC)CCC1=CC=CC=C1)=O)[C@H](CC)C=1C=C(C=CC1)NS(=O)(=O)C1=NC=C(C=C1)C(F)(F)F